(2-((2-(2,6-dioxopiperidin-3-yl)-1,3-dioxoisoindolin-4-yl)amino)Ethyl)(methyl)carbamic acid tert-butyl ester C(C)(C)(C)OC(N(C)CCNC1=C2C(N(C(C2=CC=C1)=O)C1C(NC(CC1)=O)=O)=O)=O